1-[(3-Cyclopropyl-2-pyrazinyl)methyl]-7-methyl-3-[(1r,4r)-4-(2-fluoro-6-tolyl)cyclohexyl]-1,8-diaza-2(1H)-naphthalenone C1(CC1)C=1C(=NC=CN1)CN1C(C(=CC2=CC=C(N=C12)C)C1CCC(CC1)C1=CC=CC(=C1C)F)=O